[C@@H]1([C@@H](C1)C(=O)O)C(=O)O E-(1R,2R)-cyclopropane-1,2-dicarboxylic acid